C(=CC)C1=C(OCC(CO)O)C=CC=C1 3-(o-propenylphenoxy)-1,2-propanediol